(3-acryloxypropyl)methyl-bis(trimethylsiloxy)silane C(C=C)(=O)OCCC[Si](O[Si](C)(C)C)(O[Si](C)(C)C)C